((4-Chloropyrimidin-5-yl)oxy)-5-fluoro-N,N-diisopropylbenzamide ClC1=NC=NC=C1OC1=C(C(=O)N(C(C)C)C(C)C)C=C(C=C1)F